trilithium methanetrisulphonate C(S(=O)(=O)[O-])(S(=O)(=O)[O-])S(=O)(=O)[O-].[Li+].[Li+].[Li+]